N-(2-(7-azabicyclo[2.2.1]heptan-7-yl)ethyl)-6-methyl-5-((1-methyl-6-((1-methyl-1H-pyrazol-4-yl)amino)-1H-pyrazolo[3,4-d]pyrimidin-3-yl)amino)nicotinamide C12CCC(CC1)N2CCNC(C2=CN=C(C(=C2)NC2=NN(C1=NC(=NC=C12)NC=1C=NN(C1)C)C)C)=O